ClC1=C(OC2=CC=CC3=C2NC(=NS3(=O)=O)NCC=3C(=NC=CC3)Cl)C=CC=C1 5-(2-chlorophenoxy)-3-(((2-chloropyridin-3-yl)methyl)amino)-4H-benzo[e][1,2,4]thiadiazine 1,1-dioxide